BrC=1C=NC=C(C1)C1OC2=C(C1)C=C(C=C2)C(F)(F)F 3-bromo-5-(5-(trifluoromethyl)-2,3-dihydrobenzofuran-2-yl)pyridine